FC(C(F)F)(OC1=CC=C(C=C1)C1(CC1)C#N)F 1-(4-(1,1,2,2-tetrafluoroethoxy)phenyl)cyclopropane-1-carbonitrile